COC=1C=C2C(=CC(=NC2=CC1)C1CCN(CC1)C(CCOCCOCCOCCOCCOCCOCCC(=O)O)=O)[C@H]1CN(C(O1)=O)C1CCN(CC1)CC1=CC(=C(C=C1)OC)C (S)-22-(4-(6-Methoxy-4-(3-(1-(4-methoxy-3-methylbenzyl)piperidin-4-yl)-2-oxooxazolidin-5-yl)quinolin-2-yl)piperidin-1-yl)-22-oxo-4,7,10,13,16,19-hexaoxadocosanoic acid